N-[(2S)-2-cyclopropyl-6-[4-fluoro-4-(hydroxymethyl)-1-piperidyl]-2-methyl-3H-benzofuran-5-yl]pyrazolo[1,5-a]pyrimidine-3-carboxamide C1(CC1)[C@]1(OC2=C(C1)C=C(C(=C2)N2CCC(CC2)(CO)F)NC(=O)C=2C=NN1C2N=CC=C1)C